P(O)(=O)(OP(=O)(O)OP(=O)(O)O)OC[C@@H]1[C@H](C[C@@H](O1)N1C(=O)N=C(N)C(=C1)CO)O 5-hydroxymethyl-2'-deoxycytidine-5'-triphosphate